5-morpholino-N-[(E)-m-tolylmethyleneamino]-2-(3-pyridyl)imidazo[1,2-c]pyrimidin-7-amine O1CCN(CC1)C1=NC(=CC=2N1C=C(N2)C=2C=NC=CC2)N/N=C/C=2C=C(C=CC2)C